nonylpropenyl phenyl ether sulfate S(=O)(=O)(O)O.C1(=CC=CC=C1)OC(=CC)CCCCCCCCC